methyl N-[5-[6-[cyanomethyl-(4-fluoro-3-methoxy-benzoyl)amino]imidazo[1,2-a]pyridin-3-yl]-2-pyridyl]carbamate C(#N)CN(C=1C=CC=2N(C1)C(=CN2)C=2C=CC(=NC2)NC(OC)=O)C(C2=CC(=C(C=C2)F)OC)=O